FC(C(=O)O)(F)F.C(C)NCCC1=CC=C(C=C1)NC(=O)C1=C(C=C(C(=C1)OC)OC)NC(=O)C=1C=NC2=CC=CC=C2C1 N-(2-((4-(2-(Ethylamino)ethyl)phenyl)carbamoyl)-4,5-dimethoxyphenyl)quinoline-3-carboxamide trifluoroacetate salt